9-(4-chloro-6-phenyl-1,3,5-triazine-2-yl)-9H-carbazole ClC1=NC(=NC(=N1)C1=CC=CC=C1)N1C2=CC=CC=C2C=2C=CC=CC12